1λ4-thiopyran-1-imine S1(CC=CC=C1)=N